C1(=CC=C(C=C1)N(C1=CC=C(C=C1)C1=CC=C(C=C1)C1=CC=C(C=C1)N(C1=CC=C(C=C1)C1=CC=CC=C1)C1=CC=C(C=C1)C1=CC=CC=C1)C1=CC=C(C=C1)C1=CC=CC=C1)C1=CC=CC=C1 N4,N4,N4'',N4''-tetra([1,1'-biphenyl]-4-yl)-(1,1':4',1''-terphenyl)-4,4''-diamine